OC(=O)C(F)(F)F.N[C@H]1CN(CC1)C1=NC=CC2=CC(=CC=C12)NC(\C=C\C)=O (R,E)-N-(1-(3-aminopyrrolidin-1-yl)isoquinolin-6-yl)but-2-enamide TFA salt